1-(5-(3-(2-fluorophenyl)azetidin-1-yl)-2,3-dihydro-1H-inden-1-yl)piperidine-4-carboxylic acid FC1=C(C=CC=C1)C1CN(C1)C=1C=C2CCC(C2=CC1)N1CCC(CC1)C(=O)O